FC=1C(=NC=CC1)C(C=O)O 2-(3-fluoropyridin-2-yl)-2-hydroxyethan-1-one